N-((3-fluoro-5-methyl-4-(thiazol-2-yloxy)phenyl)carbamoyl)-3-methoxycyclobutanecarboxamide FC=1C=C(C=C(C1OC=1SC=CN1)C)NC(=O)NC(=O)C1CC(C1)OC